OC(=O)C(F)(F)F.FC1(CCNCC1)F 4,4-difluoropiperidine TFA Salt